BrC1=C(C2=C(N(C(N(C2=O)C2=CN=CC3=CC=CC=C23)=O)CC2CCCC2)S1)C 6-bromo-1-(cyclopentylmethyl)-3-(isoquinolin-4-yl)-5-methylthieno[2,3-d]pyrimidine-2,4(1H,3H)-dione